Tetraline C1CCCC2=CC=CC=C12